CN(C)CCOC(CCCCC(=O)OCCN(C)C)=O.NC\C=C(\CS(=O)(=O)C1=C(C(=O)NC2=CC=C(C=C2)S(N(C(C)C)C(C)C)(=O)=O)C=CC=C1)/F (Z)-2-((4-amino-2-fluorobut-2-en-1-yl)sulfonyl)-N-(4-(N,N-diisopropylsulfamoyl)phenyl)benzamide Bis-(N,N-dimethylaminoethyl)adipat